C(C)SC1=CC(=C(C=C1OC)CCN)OC 2-(4-ethylsulfanyl-2,5-dimethoxyphenyl)ethylamine